BrC1=CC=C(C=C1)C1=C(C(=NN1C)C1=CC=CC=C1)O 5-(4-bromophenyl)-1-methyl-3-phenyl-4-hydroxy-1H-pyrazole